(3-amino-2,4-difluorophenyl)-[1-(2,6-dichlorobenzoyl)-5-pyridin-4-ylpyrrolo[2,3-b]pyridin-3-yl]methanone NC=1C(=C(C=CC1F)C(=O)C1=CN(C2=NC=C(C=C21)C2=CC=NC=C2)C(C2=C(C=CC=C2Cl)Cl)=O)F